C(C)(C)(C)OC(=O)N[C@H](C(=O)N(C)[C@@H]1[C@H]([C@H](N(C1)C(=O)OC(C)(C)C)C(=O)OC)CCCB1OC(C(O1)(C)C)(C)C)C 1-(tert-butyl) 2-methyl (2S,3R,4R)-4-((S)-2-((tert-butoxycarbonyl)amino)-N-methylpropanamido)-3-(3-(4,4,5,5-tetramethyl-1,3,2-dioxaborolan-2-yl)propyl)pyrrolidine-1,2-dicarboxylate